CC=1C=CC2=C(N=C(O2)C=2C=C(N)C=CC2)C1 3-(5-methylbenzo[d]oxazol-2-yl)aniline